diethanol dimercaptoacetate SC(C(=O)O)S.C(C)O.C(C)O